methyl 11,11-difluoro-2-methoxy-10,11-dihydrobenzo[6,7]oxepino[3,2-b]pyridine-7-carboxylate FC1(CC2=C(OC=3C1=NC(=CC3)OC)C=C(C=C2)C(=O)OC)F